(((6-methoxypyridin-3-yl)thio)methyl)piperidine-1-carboxylic acid tert-butyl ester C(C)(C)(C)OC(=O)N1C(CCCC1)CSC=1C=NC(=CC1)OC